1-(4-bromophenyl)-5-methoxy-1H-indole BrC1=CC=C(C=C1)N1C=CC2=CC(=CC=C12)OC